4-(trifluoromethyl)-1h,3h-benzo[1,2-c:4,5-c']difuran-1,3,5,7-tetraone FC(C1=C2C(C(OC2=O)=O)=CC2=C1C(OC2=O)=O)(F)F